C(C)(C)(C)[Si](O[C@H]1CCC2=C(C=CC(=C12)F)C1=C(C=C(OCCC(C)(O)C)C=C1C)C)(C)C 4-{4-[(S)-1-(tert-butyl-dimethyl-silanyloxy)-7-fluoro-indan-4-yl]-3,5-dimethyl-phenoxy}-2-methyl-butan-2-ol